tert-butyl 5-methyl-6-oxo-3-(trifluoromethyl)-6,7,7a,8,10,11-hexahydropyrazino[1,2-d]pyrido[3,2-b][1,4]diazepine-9(5H)-carboxylate CN1C2=C(N3C(CC1=O)CN(CC3)C(=O)OC(C)(C)C)N=CC(=C2)C(F)(F)F